7-methyl-1-((4-methyl-1,4-oxazepan-7-yl)methyl)-2-thioxo-1,2,3,5-tetrahydro-4H-pyrrolo[3,2-d]pyrimidin-4-one CC1=CNC2=C1N(C(NC2=O)=S)CC2CCN(CCO2)C